ClC=1C=C(C=CC1)C1N(N(CN1)C1=CC=CC=C1)C1=CC=CC=C1 (3-chlorophenyl)-1,2-diphenyl-1,2,4-triazolidine